Dihexyl Phthalate C(C=1C(C(=O)OCCCCCC)=CC=CC1)(=O)OCCCCCC